BrCC=1C(=NC=C(C1)OC)OC 3-(bromomethyl)-2,5-dimethoxypyridine